C(C)N(C(=O)[C@H]1CN(C)[C@@H]2CC3=CN(C4=CC=CC(C2=C1)=C34)C(=O)C3CCCCC3)CC 1-cyclohexanecarbonyl-lysergic acid diethylamide